NC(C(=O)O)CS L-α-amino-β-mercaptopropionic acid